2,4-bis(biphenyl-3-yl)-6-chloro-[1,3,5]triazine C1(=CC(=CC=C1)C1=NC(=NC(=N1)C=1C=C(C=CC1)C1=CC=CC=C1)Cl)C1=CC=CC=C1